C1(=CC=CC=C1)C1=C(C(=NN1)C=1C=C(C=CC1)C)O 5-phenyl-3-(m-tolyl)-4-hydroxy-1H-pyrazole